[N+](=O)([O-])C1=C(C=CC=C1)N(C1=NC=C(C=C1)N)C1COC1 N-(2-nitrophenyl)-N2-(oxetan-3-yl)pyridine-2,5-diamine